5-(difluoromethyl)-3-(hydroxymethyl)-2-azabicyclo[2.2.1]heptane-2-carboxylate FC(C1C2C(N(C(C1)C2)C(=O)[O-])CO)F